OC1=C(C=C(C(=O)[O-])C#N)C=CC(=C1)O 2,4-dihydroxy-α-cyanocinnamate